ethyl-2-[4-(methylsulfonyl)phenyl]acetamide C(C)C(C(=O)N)C1=CC=C(C=C1)S(=O)(=O)C